(Z)-2-(4-Bromo-2-methyl-1-(4-(phenoxymethyl)benzylidene)-1H-inden-3-yl)acetic acid BrC1=C2C(=C(/C(/C2=CC=C1)=C/C1=CC=C(C=C1)COC1=CC=CC=C1)C)CC(=O)O